1,5-dimethylpyrazol-4-ol CN1N=CC(=C1C)O